FC=1C=CC(=NC1)C(COC=1C=2N(C=CC1)N=CC2C#N)OC 4-[2-(5-fluoro-2-pyridinyl)-2-methoxy-ethoxy]pyrazolo[1,5-a]pyridine-3-carbonitrile